N-(3-methylbenzoyl)piperazine-1-carboxamide CC=1C=C(C(=O)NC(=O)N2CCNCC2)C=CC1